(R*)-6-(6-(2-methoxyethoxy)-1H-benzo[d]imidazol-2-yl)-2-methyl-7-((1-(pyrimidin-2-yl)propyl)amino)-2H-pyrazolo[4,3-b]pyridin-5(4H)-one COCCOC=1C=CC2=C(NC(=N2)C2=C(C=3C(NC2=O)=CN(N3)C)N[C@H](CC)C3=NC=CC=N3)C1 |o1:25|